Butyl-3-isobutyl-4-hydroxy-1-n-propyl-pyrazol C(CCC)C1=C(C(=NN1CCC)CC(C)C)O